C[C@@]1(CNCCO1)CO [(2R)-2-methylmorpholin-2-yl]methanol